N-((1R,2R)-1-(2,3-dihydrobenzo[b][1,4]dioxin-6-yl)-1-hydroxy-3-(pyrrolidin-1-yl)propan-2-yl)-1-((4-hydroxytetrahydro-2H-pyran-4-yl)methyl)pyrrolidine-3-carboxamide O1C2=C(OCC1)C=C(C=C2)[C@H]([C@@H](CN2CCCC2)NC(=O)C2CN(CC2)CC2(CCOCC2)O)O